6-(azetidin-3-yl)-N-(5-chloro-2-fluorophenyl)quinazolin-4-amine N1CC(C1)C=1C=C2C(=NC=NC2=CC1)NC1=C(C=CC(=C1)Cl)F